3-(2-(dimethylamino) ethyl)-1H-indol-4-yl acetate C(C)(=O)OC1=C2C(=CNC2=CC=C1)CCN(C)C